Butyl-6-methylpyrimidine-2,4-diamine C(CCC)C=1C(=NC(=NC1C)N)N